(3-((tetrahydro-2H-pyran-2-yl)oxy)cyclobutyl)methanol O1C(CCCC1)OC1CC(C1)CO